4-[5-(aminomethyl)pyridin-2-yl]-3-[2-methyl-5-(oxazolidin-4-yl)pyrazol-3-yl]oxybenzonitrile NCC=1C=CC(=NC1)C1=C(C=C(C#N)C=C1)OC=1N(N=C(C1)C1NCOC1)C